O[C@@H]1[C@@H](O)[C@H](O)[C@H](O1)[C@H](O)CO α-D-Altrofuranose